tert-Butyl 4-[7-[2-[3-(tert-butoxycarbonylamino)-2,6-dimethyl-4-pyridyl]ethynyl]-5-fluoro-cinnolin-3-yl]piperidine-1-carboxylate C(C)(C)(C)OC(=O)NC=1C(=NC(=CC1C#CC1=CC(=C2C=C(N=NC2=C1)C1CCN(CC1)C(=O)OC(C)(C)C)F)C)C